C1(CC1)C1=NN(C(=C1C)NC(=O)N[C@@H]1CN(C[C@H]1C1=CC(=C(C=C1)F)F)CCOC)C1=CC=CC=C1 1-(3-cyclopropyl-4-methyl-1-phenyl-1H-pyrazol-5-yl)-3-((3s,4r)-4-(3,4-difluorophenyl)-1-(2-methoxyethyl)pyrrolidin-3-yl)urea